N-((3R)-7-(3,6-diazabicyclo[3.1.1]heptan-3-yl)-5-fluorochroman-3-yl)-3-amino-6-methylthieno[2,3-b]pyridine-2-carboxamide C12CN(CC(N1)C2)C2=CC(=C1C[C@H](COC1=C2)NC(=O)C2=C(C=1C(=NC(=CC1)C)S2)N)F